FC1=C(C=CC(=C1)C1=CC=C(C=C1)OCCNCCN)C1=CC=C(C=C1)CCC N-[2-(2'-Fluoro-4-propyl-[1,1':4',1'']terphenyl-4''-yloxy)ethyl]ethane-1,2-diamine